(3-bromo-5-fluoro-2-(trifluoromethyl)pyridin-4-yl)(cyclopropyl)methanone BrC=1C(=NC=C(C1C(=O)C1CC1)F)C(F)(F)F